6-methylheptyl 2-[4-[4,6-bis(4-phenylphenyl)-1,3,5-triazin-2-yl]-3-hydroxy-phenoxy]propanoate C1(=CC=CC=C1)C1=CC=C(C=C1)C1=NC(=NC(=N1)C1=CC=C(C=C1)C1=CC=CC=C1)C1=C(C=C(OC(C(=O)OCCCCCC(C)C)C)C=C1)O